ClC1=C(C=CC=C1)[C@H](CN1N=CN=N1)OC(N)=O carbamic acid (R)-1-(2-chlorophenyl)-(2-tetrazol-2-yl)ethyl ester